6-chloroimidazo[1,5-a]pyrazine ClC=1N=CC=2N(C1)C=NC2